FC(OC1=CC=C(C=C1)C1=CN=C2N1C=CN=C2CC2=CC(=C(C(=O)NC)C=C2)C)F 4-((3-(4-(di-fluoromethoxy)phenyl)imidazo[1,2-a]pyrazin-8-yl)methyl)-N,2-dimethylbenzamide